NC1=NC2=CC(=CC=C2C=C1Br)CC[C@@H]1[C@H]([C@H](C(O1)O)O)O (3R,4S,5R)-5-(2-(2-amino-3-bromoquinolin-7-yl)ethyl)tetrahydrofuran-2,3,4-triol